COC1=C(C=C(C#N)C=C1)NCC#CC=1N(C2=CC=CC(=C2C1)NC1CCN(CC1)C)CC(F)(F)F 4-methoxy-3-[(3-{4-[(1-methylpiperidin-4-yl)amino]-1-(2,2,2-trifluoroethyl)-1H-indol-2-yl}prop-2-yn-1-yl)amino]-benzonitrile